1-[4-(6-chloropyridazin-4-yl)piperazin-1-yl]-4-(4-fluoro-1H-indol-1-yl)cyclohexane-1-carbonitrile ClC1=CC(=CN=N1)N1CCN(CC1)C1(CCC(CC1)N1C=CC2=C(C=CC=C12)F)C#N